ClC=1C(=C(C=CC1)NC1=NC=NC2=CC(=C(C=C12)NC(OC1=CC=CC=C1)=O)OC)F phenyl 4-[(3-chloro-2-fluorophenyl) amino]-7-methoxyquinazolin-6-ylcarbamate